4-Amino-3-(6-m-tolylpyridin-3-ylazo)naphthalin NC1=C(C=CC2=CC=CC=C12)N=NC=1C=NC(=CC1)C=1C=C(C=CC1)C